C(C=C)N1C(=NC2=C1C=CC=C2C)C2=CC=CC=C2 1-allyl-4-methyl-2-phenyl-1H-benzo[d]imidazole